C(C)OC(C(=CNC1=C(C=CC=C1)Cl)[N+](=O)[O-])=O 3-[(2-chlorophenyl)amino]-2-nitroacrylic acid ethyl ester